5-bromo-1-(3-fluoro-4-methylbenzyl)-8-methoxy-4-(oxazol-5-yl)-1,3-dihydro-2H-benzo[b]azepin-2-one BrC=1C2=C(N(C(CC1C1=CN=CO1)=O)CC1=CC(=C(C=C1)C)F)C=C(C=C2)OC